ClC1=CC=C(C=C1)C=1NC(NN1)=O 5-(4-chlorophenyl)-2,4-dihydro-3H-1,2,4-triazol-3-one